O1CCN(CC1)CC=1C=C(C=CC1)C1=CC=CC=2N1N=C(N2)NC(=O)C2CC2 N-(5-(3-(morpholinomethyl)phenyl)-[1,2,4]triazolo[1,5-a]pyridin-2-yl)cyclopropanecarboxamide